propyl 2,2-dimethylolbutyrate C(O)C(C(=O)OCCC)(CC)CO